C1(CC1)C1=C(C=C(C(=O)NC(C2(COC2)C)C(NO)=N)C=C1)OCCF 4-cyclopropyl-3-(2-fluoro-ethoxy)-N-[(N-hydroxycarbamimidoyl)-(3-methyl-oxetan-3-yl)-methyl]Benzamide